FC1=C(C=2C=NC(=NC2C=C1C1=C(C=CC=C1)C1=CC=NN1C)NC1=C(C=C2CCN(CC2=C1)C)OC)N 6-fluoro-N~2~-(6-methoxy-2-methyl-1,2,3,4-tetrahydroisoquinolin-7-yl)-7-[2-(1-methyl-1H-pyrazol-5-yl)phenyl]quinazoline-2,5-diamine